lithium 2-(2'-(4-fluorophenyl)-5'H,7'H-spiro[cyclopropane-1,6'-pyrazolo[5,1-b][1,3]oxazin]-3'-yl)-2-hydroxy-4,4,5,5-tetramethyl-1,3,2-dioxaborolan-2-uide FC1=CC=C(C=C1)C1=NN2C(OCC3(C2)CC3)=C1[B-]1(OC(C(O1)(C)C)(C)C)O.[Li+]